2,6-bis[4-(S)-tert-butyl-2-oxazolyl]-4-hydroxypyridine C(C)(C)(C)C=1N=C(OC1)C1=NC(=CC(=C1)O)C=1OC=C(N1)C(C)(C)C